(S)-1-[2-(1-Methyl-1H-pyrazolo[3,4-c]pyridine-3-yl)phenyl]-2-(pyridine-2-yl)ethan-1-amine hydrochloride Cl.CN1N=C(C=2C1=CN=CC2)C2=C(C=CC=C2)[C@H](CC2=NC=CC=C2)N